5-(4-((trimethylsilyl)ethynyl)phenoxy)-1H-1,2,3-triazole-4-carboxylic acid ethyl ester C(C)OC(=O)C=1N=NNC1OC1=CC=C(C=C1)C#C[Si](C)(C)C